FC(OC1=NC=CC(=C1)CNC(=O)N[C@H]1[C@](CCCC1)(C)O)F |r| 1-[[2-(difluoromethoxy)pyridin-4-yl]methyl]-3-[rac-(1r,2r)-2-hydroxy-2-methylcyclohexyl]urea